N1-(4-amino-1,3-dihydrofuro[3,4-c]pyridin-7-yl)-N2-(1-cyclopropylethyl)-N2-(6-(trifluoromethyl)-2,3-dihydrobenzofuran-3-yl)oxalamide NC1=NC=C(C2=C1COC2)NC(C(=O)N(C2COC1=C2C=CC(=C1)C(F)(F)F)C(C)C1CC1)=O